C(C)(C)(C)C1=CC=C(C=C1)N(C1=CC=C(C=C1)B(O)O)C1=CC=C(C=C1)C(C)(C)C 4-(bis(4-(tert-butyl)phenyl)amino)phenylboronic acid